3-1-naphthylalanine C1(=CC=CC2=CC=CC=C12)C[C@H](N)C(=O)O